rac-(2R,3R)-8-(2-hydroxyethyl)-8-azaspiro[4.5]decane-2,3-diyl bis(2-heptylnonanoate) C(CCCCCC)C(C(=O)O[C@@H]1CC2(C[C@H]1OC(C(CCCCCCC)CCCCCCC)=O)CCN(CC2)CCO)CCCCCCC |r|